CO[C@@H]1[C@H](O[C@H]([C@@H]1O)N2C=CC(=O)NC2=O)CO 3'-O-methyluridine